FC(C(C(C(S(=O)(=O)[O-])(F)F)(F)F)(F)F)(S(=O)(=O)[O-])F.C1(=CC=CC=C1)[S+](C1=CC=C(C=C1)OCCOC=C)C1=CC=C(C=C1)OCCOC=C.C1(=CC=CC=C1)[S+](C1=CC=C(C=C1)OCCOC=C)C1=CC=C(C=C1)OCCOC=C phenyl-bis(4-(2-(vinyloxy)ethoxy)-phenyl)sulfonium 1,1,2,2,3,3,4,4-octafluoro-butane-1,4-disulfonate